[K+].C(C=C)(=O)NC(CS(=O)(=O)[O-])(C)C 2-ACRYLAMIDO-2-METHYLPROPANESULPHONIC ACID POTASSIUM SALT